C1(CC1)CN1N=CC(=C1)NC1=NC(=NC=C1)C1=CC=C(C=C1)N1C(NCC1)=O 1-(4-(4-((1-(cyclopropylmethyl)-1H-pyrazol-4-yl)amino)pyrimidin-2-yl)phenyl)imidazolidin-2-one